C(#N)C(CNC=1C(=CC=C2C=CC(=CC12)C1=NC(=NC=C1)C(=O)NC1CCC(CC1)N(C)C)OCC)=C 4-{8-[(2-cyano-2-methylideneethyl)amino]-7-ethoxynaphthalen-2-yl}-N-[(1r,4r)-4-(dimethylamino)cyclohexyl]pyrimidine-2-carboxamide